2-({[4-(2H3)methoxy-2-methylpyridin-3-yl]methyl}sulfanyl)-3H,5H,6H,7H-cyclopenta[d]pyrimidin-4-one C(OC1=C(C(=NC=C1)C)CSC=1NC(C2=C(N1)CCC2)=O)([2H])([2H])[2H]